COCOC1=C(C=CC=2SC=CC21)B2OC(C(O2)(C)C)(C)C 2-(4-(methoxymethoxy)benzo[b]thiophen-5-yl)-4,4,5,5-tetramethyl-1,3,2-dioxaborolane